benzophenone O-(1-methylcyclohexyl) oxime CC1(CCCCC1)ON=C(C1=CC=CC=C1)C1=CC=CC=C1